3-(CYCLOHEXYLOXY)PROPANAL C1(CCCCC1)OCCC=O